2-[1-(azetidin-3-ylmethyl)-4-[4-[2-chloro-4-[[5-(2,3-difluoro-4-methoxy-phenyl)-1-methyl-imidazole-2-carbonyl]amino]benzoyl]piperazine-1-carbonyl]piperidin-1-ium-1-yl]acetic acid N1CC(C1)C[N+]1(CCC(CC1)C(=O)N1CCN(CC1)C(C1=C(C=C(C=C1)NC(=O)C=1N(C(=CN1)C1=C(C(=C(C=C1)OC)F)F)C)Cl)=O)CC(=O)O